CC(=CCC/C(=C/CC/C(=C\\CC/C(=C\\CC/C(=C\\CC/C(=C\\CC/C(=C\\CC/C(=C\\CC/C(=C\\CC/C(=C\\COP(=O)(O)O)/C)/C)/C)/C)/C)/C)/C)/C)/C)C The molecule is a polyprenol phosphate having ten prenyl units in the chain (the 2Z,6Z,10Z,14Z,18Z,22Z,26Z,30Z,34E-isomer) It is a conjugate acid of a trans,polycis-decaprenyl phosphate(2-).